7-(spiro[3.5]nonan-2-yl)-5,6,7,8-tetrahydro-1,7-naphthyridine-3-carboxylate C1C(CC12CCCCC2)N2CCC=1C=C(C=NC1C2)C(=O)[O-]